CC(CC(=O)N1CC2=C(CCC1)NN=C2C(=O)N2CCC(CC2)C2=C(C=CC=C2)C(F)(F)F)C 3-methyl-1-(3-(4-(2-(trifluoromethyl)phenyl)piperidine-1-carbonyl)-4,6,7,8-tetrahydropyrazolo[4,3-c]azepin-5(1H)-yl)butan-1-one